OCCNC(=O)C1=CC=C(C=N1)NC(O[C@H](C)[C@H](C)OC1=CC2=C(N=C(S2)C2=C3N=CC(=NC3=CC(=C2)C)OC)C=C1F)=O (2R,3S)-3-((5-fluoro-2-(2-methoxy-7-methylquinoxalin-5-yl)benzo[d]thiazol-6-yl)oxy)butan-2-yl (6-((2-hydroxyethyl)carbamoyl)pyridin-3-yl)carbamate